N1(CCCCC1)C1CCN(CC1)C1=C(C=NC2=CC=C(C=C12)OC(F)(F)F)S(=O)(=O)C1=CC=C(C#N)C=C1 4-((4-([1,4'-bipiperidin]-1'-yl)-6-(trifluoromethoxy)quinolin-3-yl)sulfonyl)benzonitrile